C(S(=O)(=O)[O-])S(=O)(=O)[O-] methane-1,1-disulfonate